(allyl)(trinaphthylphosphine) (trifluoroacetate) palladium [Pd+2].FC(C(=O)[O-])(F)F.C(C=C)C1=C(C2=CC=CC=C2C=C1)P(C1=CC=CC2=CC=CC=C12)C1=CC=CC2=CC=CC=C12.FC(C(=O)[O-])(F)F